N-(2-Fluoro-4-(2-(((3S,5S)-5-fluoropiperidin-3-yl)amino)-8-methylpyrido[3,2-d]pyrimidin-6-yl)phenyl)-1-(4-fluorophenyl)methanesulfonamide formate C(=O)O.FC1=C(C=CC(=C1)C=1C=C(C=2N=C(N=CC2N1)N[C@@H]1CNC[C@H](C1)F)C)NS(=O)(=O)CC1=CC=C(C=C1)F